O=C1N=C(C=C2N1CC13N2CC(C1)C3)OCC=3C(=C(C#N)C=CC3)OC3=CC(=NC=C3)C(F)(F)F (((1-oxo-7,8-dihydro-1H,6H,9H-7,8a-methanopyrrolo[1',2':3,4]imidazo[1,2-c]pyrimidin-3-yl)oxy)methyl)-2-((2-(trifluoromethyl)pyridin-4-yl)oxy)benzonitrile